[Si](C1=CC=CC=C1)(C1=CC=CC=C1)(C(C)(C)C)OCCCNC1=NC(=NC(=C1C(C)O)Cl)Cl (4-((3-((tert-butyldiphenylsilyl)oxy)propyl)amino)-2,6-dichloropyrimidin-5-yl)ethan-1-ol